4-fluoro-3-(2,2,2-trifluoroethoxy)aniline FC1=C(C=C(N)C=C1)OCC(F)(F)F